CC1=C(N=C(N1C=1C=NC(=CC1)C)C(=O)OC)C#C[Si](C)(C)C methyl 5-methyl-1-(6-methylpyridin-3-yl)-4-((trimethylsilyl)ethynyl)-1H-imidazole-2-carboxylate